N[C@@H](CCCNC(N)=N)C(=O)N[C@@H](CCC(=O)O)C(=O)N[C@@H](CCC(N)=O)C(=O)O L-arginyl-L-glutamyl-L-glutamine